C(\C=C(/C)\CC\C=C(/C)\CCC=C(C)C)CC(C)=O E,E-farnesylacetone